methyl N-[5-[6-[1-(4-fluoro-3-methoxy-phenyl)imidazol-2-yl]-4-methyl-benzimidazol-1-yl]-2-pyridyl]carbamate FC1=C(C=C(C=C1)N1C(=NC=C1)C=1C=C(C2=C(N(C=N2)C=2C=CC(=NC2)NC(OC)=O)C1)C)OC